C(C)OC(=O)C=1C(N(C(N(C1)CC(C)O[Si](C)(C)C(C)(C)C)=O)C1=CC=CC=C1)=O 1-(2-(tert-Butyldimethylsilanyloxy)propyl)-2,4-dioxo-3-phenyl-1,2,3,4-tetrahydropyrimidine-5-carboxylic acid ethyl ester